ClC1=NC=C(C(=N1)N1CC(C(C(C1)C)(F)F)CCO)C#N 2-Chloro-4-(4,4-difluoro-3-(2-hydroxyethyl)-5-methylpiperidin-1-yl)pyrimidine-5-carbonitrile